2-amino-7-fluoro-4-[8-fluoro-4-[methyl-[(3R)-pyrrolidin-3-yl]amino]-6-(trifluoromethyl)quinazolin-7-yl]benzothiophene-3-carbonitrile NC=1SC2=C(C1C#N)C(=CC=C2F)C2=C(C=C1C(=NC=NC1=C2F)N([C@H]2CNCC2)C)C(F)(F)F